7-chloro-3,3-dimethyl-2,4-dihydro-1H-quinoline ClC1=CC=C2CC(CNC2=C1)(C)C